6-(1-cyclopropylimino-4-fluoro-1-oxo-thian-4-yl)-4-[[(1R)-1-[3-(difluoromethyl)-2-fluoro-phenyl]ethyl]amino]-8-methyl-pyrido[2,3-d]pyrimidin-7-one C1(CC1)N=S1(CCC(CC1)(F)C1=CC2=C(N=CN=C2N[C@H](C)C2=C(C(=CC=C2)C(F)F)F)N(C1=O)C)=O